(S)-1-(4-(1H-imidazol-2-yl)thiophen-2-yl)ethan-1-amine hydrochloride Cl.N1C(=NC=C1)C=1C=C(SC1)[C@H](C)N